alpha-glutamyl-cysteinyl-glycine N[C@@H](CCC(O)=O)C(=O)N[C@@H](CS)C(=O)NCC(=O)O